(E)-3-(4-aminophenyl)-1-(2,3,4-trimethoxyphenyl)prop-2-en-1-one NC1=CC=C(C=C1)/C=C/C(=O)C1=C(C(=C(C=C1)OC)OC)OC